C(C)(C)(C)N1C(C2=C(CC1)N(N=C2)C\C(\CN2C(C1=CC=CC=C1C2=O)=O)=C\F)=O (E)-2-(2-((5-(tert-butyl)-4-oxo-4,5,6,7-tetrahydro-1H-pyrazolo[4,3-c]pyridin-1-yl)methyl)-3-fluoroallyl)isoindoline-1,3-dione